CNC(=O)N1CC2=C(CC1)NN=C2C(=O)N2CCC(CC2)C2=C(C=CC=C2)C(F)(F)F N-methyl-3-(4-(2-(trifluoromethyl)phenyl)piperidine-1-carbonyl)-1,4,6,7-tetrahydro-5H-pyrazolo[4,3-c]pyridine-5-carboxamide